CC1(COC1)C 2,2-dimethyl-1,3-epoxypropane